CC1=NN(C2=CC=CC(=C12)OCCCN1CCNCC1)C1C(NC(CC1)=O)=O 3-(3-methyl-4-(3-(piperazin-1-yl)propoxy)-1H-indazol-1-yl)piperidine-2,6-dione